(7-(Methylthio)pyrazolo[1,5-c]pyrimidin-3-yl)carbamic acid tert-butyl ester C(C)(C)(C)OC(NC=1C=NN2C(=NC=CC21)SC)=O